(6aR)-3,4-dichloro-1-(4-hydroxy-2,2-dimethylpyrrolidin-1-yl)-12-oxo-6a,7,9,10-tetrahydro-6H-pyrazino[2,1-c]Pyrido[3,4-f][1,4]Oxazepine-8(12H)-carboxylic acid tert-butyl ester C(C)(C)(C)OC(=O)N1C[C@@H]2COC3=C(C(N2CC1)=O)C(=NC(=C3Cl)Cl)N3C(CC(C3)O)(C)C